ClC=1C=C(NC=2C3=C(N=CN2)C=C(C(=N3)O[C@@H]3CN(CC3)C(=O)OC(C)(C)C)F)C=CC1CC(F)(F)F tert-Butyl (3S)-3-[4-[3-chloro-4-(2,2,2-trifluoroethyl)anilino]-7-fluoro-pyrido[3,2-d]pyrimidin-6-yl]oxypyrrolidine-1-carboxylate